5-((7-((R)-3-(4-amino-3-(4-phenoxyphenyl)-1H-pyrazolo[3,4-d]pyrimidin-1-yl)piperidin-1-yl)-7-oxoheptyl)thio)-2-(2,6-dioxopiperidin-3-yl)-6-fluoroisoindoline-1,3-dione NC1=C2C(=NC=N1)N(N=C2C2=CC=C(C=C2)OC2=CC=CC=C2)[C@H]2CN(CCC2)C(CCCCCCSC=2C=C1C(N(C(C1=CC2F)=O)C2C(NC(CC2)=O)=O)=O)=O